N-((S)-1-(Pyridin-2-yl)ethyl)-4-((R)-3-(3-(trifluoromethyl)phenoxy)pyrrolidin-1-yl)tetrahydro-2H-pyran-4-carboxamide, hydrochloride Cl.N1=C(C=CC=C1)[C@H](C)NC(=O)C1(CCOCC1)N1C[C@@H](CC1)OC1=CC(=CC=C1)C(F)(F)F